ClC1=NC=CC(=C1C#N)C(CC)S(=O)(=O)N (2-Chloro-3-cyanopyridin-4-yl)propane-1-sulfonamide